FC1=CC=C(C=C1)/C=C/CO[C@H]1CC=2C=C3C=CC(OC3=CC2OC1(C)C)=O (S,E)-7-((3-(4-Fluorophenyl)allyl)oxy)-8,8-dimethyl-7,8-dihydro-2H,6H-pyrano[3,2-g]chromen-2-on